N-(1,3-dimethoxypropan-2-yl)-1-methyl-1H-pyrazol-4-amine COCC(COC)NC=1C=NN(C1)C